Cl.C(C)(C)(C)N1C[C@H]([C@@H](C1)C1=CC=C(C=C1)Cl)C(=O)N1C[C@H](C[C@H]1C(=O)N1CCOCC1)N(C(C(C)C)=O)C1CCC(CC1)(C)C N-((3S,5S)-1-((3S,4R)-1-(tert-butyl)-4-(4-chlorophenyl)pyrrolidine-3-carbonyl)-5-(morpholin-4-carbonyl)pyrrolidin-3-yl)-N-(4,4-dimethylcyclohexyl)isobutyramide hydrochloride